OC1CCC(CC1)C(C)(C)C1CCC(CC1)O 2,2-Bis(4'-hydroxycyclohexyl)propan